C(C1=CC=CC=C1)OC(=O)N1CC(C(C1)=O)C(NC1CC1)=O 3-(cyclopropylcarbamoyl)-4-oxopyrrolidine-1-carboxylic acid benzyl ester